COC1=C(C=CC(=C1)N1CCOCC1)NC1=NC=C(C(=N1)NCC1=CC(=CC=C1)S(=O)(=O)C)C(F)(F)F N2-(2-Methoxy-4-morpholinophenyl)-N4-(3-(methylsulfonyl)benzyl)-5-(trifluoromethyl)pyrimidine-2,4-diamine